2-(2,6-Dichloro-phenyl)-5-[4-(5,6,7,8-tetrahydro-[1,2,4]triazolo[4,3-a]pyridin-3-yl)-phenylamino]-2H-[1,2,3]triazole-4-carboxylic acid amide ClC1=C(C(=CC=C1)Cl)N1N=C(C(=N1)C(=O)N)NC1=CC=C(C=C1)C1=NN=C2N1CCCC2